6-[1-[4-[tertbutyl(dimethyl)silyl]oxycyclohexyl]-5-methyl-pyrazol-4-yl]-4-[(1R)-1-(5-fluoro-2-pyridyl)ethoxy]pyrazolo[1,5-a]pyridine-3-carbonitrile C(C)(C)(C)[Si](OC1CCC(CC1)N1N=CC(=C1C)C=1C=C(C=2N(C1)N=CC2C#N)O[C@H](C)C2=NC=C(C=C2)F)(C)C